ClC=1C=C(C=C2C(=C(C=NC12)C#N)NCC(C)(C)C)N[C@@H](C=1C(=NC(=CC1)OC)C)C=1N=NN(C1)C1(CC1)C(F)F (S)-8-chloro-6-(((1-(1-(difluoromethyl)cyclopropyl)-1H-1,2,3-triazol-4-yl)(6-methoxy-2-methylpyridin-3-yl)methyl)amino)-4-(neopentylamino)quinoline-3-carbonitrile